C1(CC1)C(=O)N1CCC(CC1)N1N=CC(=C1)NC1=NC=C(C(=N1)C1=CC(=C(OCC2(CC2)C#N)C=C1)F)C 1-((4-(2-((1-(1-(Cyclopropanecarbonyl)piperidin-4-yl)-1H-pyrazol-4-yl)amino)-5-methylpyrimidin-4-yl)-2-fluorophenoxy)methyl)cyclopropanecarbonitrile